C(#N)C1=CC(=C(C=C1)NS(=O)(=O)C1=CN(C=2C(N(CCC21)C)=O)S(=O)(=O)C2=CC=C(C)C=C2)F N-(4-cyano-2-fluorophenyl)-6-methyl-7-oxo-1-tosyl-4,5,6,7-tetrahydro-1H-pyrrolo[2,3-c]pyridine-3-sulfonamide